CN1N=C2N=C(C(=CC2=C1)N1N=C(C(=C1C)C1(CC1)C)C=1C2=CN(N=C2C=CC1)CC(O)(O)C1=CC=CC=C1)C (1R)-2-[4-(1-{2,6-Dimethyl-2H-pyrazolo[3,4-b]pyridin-5-yl}-5-methyl-4-(1-methylcyclopropyl)-1H-pyrazol-3-yl)-2H-indazol-2-yl]-1-phenylethan-1-olol